2-(((6-bromo-3-fluoropyridin-2-yl)oxy)methyl)-5-methoxy-1,3,4-thiadiazole BrC1=CC=C(C(=N1)OCC=1SC(=NN1)OC)F